(difluoro(7-(((3S,6S,10aS)-5-oxo-3-(6-phenyl-4-azaspiro[2.4]heptane-4-carbonyl)decahydropyrrolo[1,2-a]azocin-6-yl)carbamoyl)naphthalen-2-yl)methyl)phosphonic acid FC(C1=CC2=CC(=CC=C2C=C1)C(N[C@H]1CCCC[C@@H]2N(C1=O)[C@@H](CC2)C(=O)N2C1(CC1)CC(C2)C2=CC=CC=C2)=O)(F)P(O)(O)=O